(R)-(5-(1-methyl-1H-pyrazol-3-yl)-1,3,4-oxadiazol-2-yl)(4-(7-(trifluoromethyl)pyrazolo[1,5-a]pyridin-2-yl)-6,7-dihydro-1H-imidazo[4,5-c]pyridin-5(4H)-yl)methanone CN1N=C(C=C1)C1=NN=C(O1)C(=O)N1[C@H](C2=C(CC1)NC=N2)C2=NN1C(C=CC=C1C(F)(F)F)=C2